N1(CCCCC1)CCOC1=NC=C(C=N1)C1=NC=CC=C1 2-(2-(piperidin-1-yl)ethoxy)-5-(pyridin-2-yl)pyrimidine